1-(1-(3-(1-(4-(trifluoromethyl)phenyl)cyclopropyl)-1,2,4-oxadiazol-5-yl)cyclopropyl)vinyl trifluoromethanesulfonate FC(S(=O)(=O)OC(=C)C1(CC1)C1=NC(=NO1)C1(CC1)C1=CC=C(C=C1)C(F)(F)F)(F)F